N1CC=C(CC1)P(O)(=O)C 1,2,5,6-tetrahydropyridine-4-yl-methyl-phosphinic acid